(2,6-difluorophenyl)zinc (II) bromide [Br-].FC1=C(C(=CC=C1)F)[Zn+]